C(#N)C1=C(C(=O)O)C=CC(=C1)N1CCC(CC1)C(OCCCC)OCCCC 2-cyano-4-[4-(dibutoxymethyl)piperidin-1-yl]benzoic acid